4,4'-butylidene-bis(5-methyl-6-tert-butylphenol) C(CCC)(C1=CC=C(C(=C1C)C(C)(C)C)O)C1=CC=C(C(=C1C)C(C)(C)C)O